silicon tetrafluoroborate F[B-](F)(F)F.[Si+4].F[B-](F)(F)F.F[B-](F)(F)F.F[B-](F)(F)F